ClC1=CC=C(C=C1)C1=C(C=CC=C1)C1=CC=CC=2C3=CC=CC=C3NC12 (4'-chloro-[1,1'-biphenyl]-2-yl)-9H-carbazole